rac-4-(((2S,3R,4R)-1-acetyl-2-cyclopropyl-3-methyl-6-(piperidin-4-yl)-1,2,3,4-tetrahydroquinolin-4-yl)amino)benzonitrile, formic acid salt C(=O)O.C(C)(=O)N1[C@H]([C@@H]([C@H](C2=CC(=CC=C12)C1CCNCC1)NC1=CC=C(C#N)C=C1)C)C1CC1 |r|